1-(4-((1R,3S,4S)-3-cyclohexyl-7-hydroxy-1-methylisochroman-4-yl)phenyl)piperidine-4-carbaldehyde C1(CCCCC1)[C@@H]1O[C@@H](C2=CC(=CC=C2[C@@H]1C1=CC=C(C=C1)N1CCC(CC1)C=O)O)C